ethyl (9Z,12Z)-octadeca-9,12-dienoate C(CCCCCCC\C=C/C\C=C/CCCCC)(=O)OCC